N-(3-(5-chloro-2-methoxyphenyl)-1-(2-(3,3-dimethylpiperidin-1-yl)-2-oxoethyl)-1H-pyrazol-4-yl)pyrazolo[1,5-a]pyrimidine-3-carboxamide ClC=1C=CC(=C(C1)C1=NN(C=C1NC(=O)C=1C=NN2C1N=CC=C2)CC(=O)N2CC(CCC2)(C)C)OC